(2-(1-methyl-1H-pyrazol-4-yl)phenyl)methylamine CN1N=CC(=C1)C1=C(C=CC=C1)CN